tert-butyl (2R,5S)-4-((1s,3R)-7'-(4-cyanopyridin-2-yl)-3-fluoro-6',7'-dihydrospiro[cyclobutane-1,5'-pyrrolo[2,3-d]pyrimidin]-4'-yl)-2,5-dimethylpiperazine-1-carboxylate C(#N)C1=CC(=NC=C1)N1CC2(C3=C1N=CN=C3N3C[C@H](N(C[C@@H]3C)C(=O)OC(C)(C)C)C)CC(C2)F